22-Triacontenoic acid C(CCCCCCCCCCCCCCCCCCCCC=CCCCCCCC)(=O)O